Dibutyl 7,7'-((3-((2-(4-(2-((4-(bis(2-hydroxy-7-isopropoxy-7-oxoheptyl)amino)-butanoyl)oxy)ethyl)piperazin-1-yl)ethyl)disulfaneyl)propyl)azanediyl)bis(6-hydroxyheptanoate) OC(CN(CCCC(=O)OCCN1CCN(CC1)CCSSCCCN(CC(CCCCC(=O)OCCCC)O)CC(CCCCC(=O)OCCCC)O)CC(CCCCC(OC(C)C)=O)O)CCCCC(=O)OC(C)C